n-octyl-toluenesulfonic acid amide C(CCCCCCC)C(C1=CC=CC=C1)S(=O)(=O)N